(3-fluoro-5-(5-((1R,2S)-2-fluorocyclopropyl)-1,2,4-oxadiazol-3-yl)-2-methylphenyl)-6-(4-methylpiperazin-1-yl)imidazo[1,2-a]pyridine-3-carboxamide FC=1C(=C(C=C(C1)C1=NOC(=N1)[C@@H]1[C@H](C1)F)C=1N=C2N(C=C(C=C2)N2CCN(CC2)C)C1C(=O)N)C